C(#N)C=1C=C(C=CC1F)NC(=O)C1C(N(C(C2=CC=CC=C12)=O)CC(F)(F)F)C=1C=NC(=CC1)OC1CC1 N-(3-cyano-4-fluorophenyl)-3-(6-cyclopropoxypyridin-3-yl)-1-oxo-2-(2,2,2-trifluoroethyl)-1,2,3,4-tetrahydroisoquinoline-4-carboxamide